C1=C(C=CC2=CC=CC=C12)P(C1=CC2=CC=CC=C2C=C1)C1=CC2=CC=CC=C2C=C1 tri(2-naphthyl)phosphine